ClC1=CC=C(C=C1)CN1C2=C(SC[C@@H](C1=O)NC(OC(C)(C)C)=O)C=CC(=N2)C2=NC(=NO2)CC(F)(F)F tert-butyl N-[(3R)-5-[(4-chlorophenyl)methyl]-4-oxo-7-[3-(2,2,2-trifluoroethyl)-1,2,4-oxadiazol-5-yl]-2,3-dihydropyrido[3,2-b][1,4]thiazepin-3-yl]carbamate